C(C1=CC=CC=C1)S(=O)(=O)O.N1=CC(=CC=C1)C(=O)N Pyridine-3-carboxamide monotoluenesulfonate